N-acetoxy-1-[9-ethyl-6-{2-methyl-4-(3,3-dimethyl-2,4-dioxolanylmethyl-oxy)benzoyl}-9H-carbazol-3-yl]ethane-1-imine C(C)(=O)ON=C(C)C=1C=CC=2N(C3=CC=C(C=C3C2C1)C(C1=C(C=C(C=C1)OCC1OC(OC1)(C)C)C)=O)CC